(R)-1-(4-nitrophenyl)ethanamine hydrochloride salt Cl.[N+](=O)([O-])C1=CC=C(C=C1)[C@@H](C)N